FC(C=1C=C(C=CC1)C=1C(=C2N=C(C(=NC2=CC1)N)N)C1=CC(=CC=C1)C(F)(F)F)(F)F (E)-bis(3-(trifluoromethyl)phenyl)quinoxaline-2,3-diamine